6-bromo-4-fluoro-indan-1-one BrC1=CC(=C2CCC(C2=C1)=O)F